[Li+].CN1CCC(CC1)CCN1N=CC=C1C(=O)[O-] 1-(2-(1-methylpiperidin-4-yl)ethyl)-1H-pyrazole-5-carboxylic acid lithium salt